NC=1C=C(C=CC1)C=1C=C(OCCCNC(OC(C)(C)C)=O)C=CC1 tert-Butyl N-[3-[3-(3-aminophenyl)phenoxy]propyl]carbamate